C1(=CC=CC=C1)C=C phenyl-ethen